3-[(3-aminopyrazol-1-yl)methyl]pyrrolidin-2-one, hydrochloride Cl.NC1=NN(C=C1)CC1C(NCC1)=O